(S)-4-((4-carbamoylphenyl)((8-methyl-4-oxochroman-7-yl)oxy)methyl)benzoic acid C(N)(=O)C1=CC=C(C=C1)[C@@H](C1=CC=C(C(=O)O)C=C1)OC1=CC=C2C(CCOC2=C1C)=O